N-(3-((1s,3s)-3-methyl-1-(4-methyl-4H-1,2,4-triazol-3-yl)cyclobutyl)phenyl)-5-(((1-methylcyclopropyl)amino)methyl)-2-oxo-1-(2,2,2-trifluoroethyl)-1,2-dihydropyridine-3-carboxamide CC1CC(C1)(C1=NN=CN1C)C=1C=C(C=CC1)NC(=O)C=1C(N(C=C(C1)CNC1(CC1)C)CC(F)(F)F)=O